[OH-].[OH-].[OH-].[OH-].[Mg+2].[Ca+2] calcium magnesium tetrahydroxide